C[C@@H]1N[C@@H](C[C@](C1)(O)C1=CC=CC=C1)C=1N=NN(C1)C (2S,4S,6S)-2-methyl-6-(1-methyltriazol-4-yl)-4-(phenyl)piperidin-4-ol